4-fluoro-N-(2-((2-(7-(hydroxy(phenyl)methyl)-2-methoxyquinoxalin-5-yl)-4-methylbenzo[d]thiazol-6-yl)oxy)ethyl)benzenesulfonamide titanium tetra(linoleate) C(CCCCCCC\C=C/C\C=C/CCCCC)(=O)[O-].C(CCCCCCC\C=C/C\C=C/CCCCC)(=O)[O-].C(CCCCCCC\C=C/C\C=C/CCCCC)(=O)[O-].C(CCCCCCC\C=C/C\C=C/CCCCC)(=O)[O-].[Ti+4].FC1=CC=C(C=C1)S(=O)(=O)NCCOC1=CC2=C(N=C(S2)C2=C3N=CC(=NC3=CC(=C2)C(C2=CC=CC=C2)O)OC)C(=C1)C